ClC=1C(=C(C=CC1)N1C=NN(C1=O)CSC1=CC(=C(OCC(=O)OCC)C=C1)C)F Ethyl 2-(4-(((4-(3-chloro-2-fluorophenyl)-5-oxo-4,5-dihydro-1H-1,2,4-triazol-1-yl)methyl)thio)-2-methylphenoxy)acetate